(4-nitrophenyl) (3-thiazolo[4,5-c]pyridin-4-ylcyclobutyl) carbonate C(OC1=CC=C(C=C1)[N+](=O)[O-])(OC1CC(C1)C1=NC=CC2=C1N=CS2)=O